N-(5-(3-chloro-1-methyl-1H-pyrrol-2-yl)-1,3,4-thiadiazol-2-yl)-3-methoxy-4-(((1R,2S)-2-methoxycyclobutyl)amino)-2-oxo-2H-pyran-6-carboxamide ClC1=C(N(C=C1)C)C1=NN=C(S1)NC(=O)C1=CC(=C(C(O1)=O)OC)N[C@H]1[C@H](CC1)OC